N-Butylaminopropyl-Trimethoxysilane C(CCC)NCCC[Si](OC)(OC)OC